N(C1=CC=CC=C1)C=1NC(/C(/N1)=C/C1=CC2=C(N=CN2)C=C1)=O (4Z)-2-anilino-4-(3H-benzimidazol-5-ylmethylene)-1H-imidazol-5-one